dimethylazidobenzene CC=1C(=C(C=CC1)N=[N+]=[N-])C